C(C(C)C)N1CC2(CN(C2)C=2C=CC(=NC2)C2=NNC(=C2CC(F)(F)F)C=2C=C(C=3N(C2)N=CN3)OC)C1 6-(3-(5-(6-isobutyl-2,6-diazaspiro[3.3]heptan-2-yl)pyridin-2-yl)-4-(2,2,2-trifluoroethyl)-1H-pyrazol-5-yl)-8-methoxy-[1,2,4]triazolo[1,5-a]pyridine